N[C@H]1CN(C[C@@H](C1)F)C(=O)C1=CC2=C(N(C(=N2)C=2N(C3=CC(=CC=C3C2)C=2C=C3CC(NC3=CC2)=O)CC2CC2)C)C(=C1)OC 2'-{5-[(3R,5R)-3-amino-5-fluoropiperidine-1-carbonyl]-7-methoxy-1-methyl-1H-1,3-benzodiazol-2-yl}-1'-(cyclopropylmethyl)-2,3-dihydro-1H,1'H-[5,6'-biindole]-2-one